C(CC)N1CCNCC1 N-propylpiperazine